C(C)(C)C1=CC=C(C=C1)C(C=O)C (p-Isopropylphenyl)propionaldehyde